C12(CC3CC(CC(C1)C3)C2)P(CCCC)C23CC1CC(CC(C2)C1)C3 di-(adamantan-1-yl)(butyl)phosphine